N-(6-((5-bromo-2-chloropyrimidin-4-yl)amino)-2,3-dihydrobenzofuran-5-yl)-N-methyl-methanesulfonamide BrC=1C(=NC(=NC1)Cl)NC1=CC2=C(CCO2)C=C1N(S(=O)(=O)C)C